(2S,4R)-1-((9,9-difluoro-9H-fluorene-3-carbonyl)glycyl)-4-(isopropylsulfonyl)pyrrolidine-2-carboxylic acid FC1(C2=CC=CC=C2C=2C=C(C=CC12)C(=O)NCC(=O)N1[C@@H](C[C@H](C1)S(=O)(=O)C(C)C)C(=O)O)F